(((2S,4S)-4-((2-(((5-Cyano-3-fluoropyridin-2-yl)oxy)methyl)pyridin-4-yl)oxy)-2-methylpiperidin-1-yl)methyl)-4-fluoro-1-(((S)-oxetan-2-yl)methyl)-1H-benzo[d]imidazole-6-carboxylic acid C(#N)C=1C=C(C(=NC1)OCC1=NC=CC(=C1)O[C@@H]1C[C@@H](N(CC1)CC1=NC2=C(N1C[C@H]1OCC1)C=C(C=C2F)C(=O)O)C)F